C(C(CC(CC(=O)O)C(=O)O)C(=O)O)C(=O)O pentane-1,2,4,5-tetracarboxylic acid